(2S,5R)-5-(N-(allyloxy)-2-nitrophenylsulfonamido)-2-carbamoyl-3-cyclopropyl-5,6-dihydropyridine-1(2H)-carboxylic acid tert-butyl ester C(C)(C)(C)OC(=O)N1[C@@H](C(=C[C@H](C1)N(S(=O)(=O)C1=C(C=CC=C1)[N+](=O)[O-])OCC=C)C1CC1)C(N)=O